C(C)N(C1=CC2=CC=CC(=C2C=C1)OC1=CC=C2CCCNC2=C1)CC N,N-diethyl-5-((1,2,3,4-tetrahydroquinolin-7-yl)oxy)naphthalen-2-amine